FC1=CC(=C(C=C1)C1CSC2=CC(=CC=C2C1C1=CC=C(C=C1)OCCN1CC(C1)CF)C(=O)O)OC 3-(4-fluoro-2-methoxyphenyl)-4-(4-(2-(3-(fluoromethyl)azetidin-1-yl)ethoxy)phenyl)thiochroman-7-carboxylic acid